S,S-Diphenyl-sulfoximine C1(=CC=CC=C1)S(=O)(=N)C1=CC=CC=C1